BrC1=CC=C(C(=N1)C(F)F)OC[C@](CC(C)C)(N)C (S)-1-((6-bromo-2-(difluoromethyl)pyridin-3-yl)oxy)-2,4-dimethylpentan-2-amine